N-(7-((1-(4-(2,6-dioxopiperidin-3-yl)-2-fluorobenzyl)piperidin-4-yl)methyl)-7-azaspiro[3.5]Non-2-yl)-3-methoxybenzamide O=C1NC(CCC1C1=CC(=C(CN2CCC(CC2)CN2CCC3(CC(C3)NC(C3=CC(=CC=C3)OC)=O)CC2)C=C1)F)=O